2,5-dimercapto-1,3,4-thia-diazole SC=1SC(=NN1)S